2-ethyl-6,6-dimethyl-2-cyclohexene-1-carboxylic acid ethyl ester C(C)OC(=O)C1C(=CCCC1(C)C)CC